7-(tert-amyl)-2-phenyl-5-(2-phenylpropan-2-yl)benzoxazole-13C C(C)(C)(CC)C1=CC(=CC=2N=[13C](OC21)C2=CC=CC=C2)C(C)(C)C2=CC=CC=C2